7-Acetyl-8-hydroxy-1-methyl-3,4-dihydroisoquinoline-2(1H)-carboxylic acid tert-butyl ester C(C)(C)(C)OC(=O)N1C(C2=C(C(=CC=C2CC1)C(C)=O)O)C